COC(C1=C(N=C(C=C1C)Cl)Cl)=O 2,6-dichloro-4-methylnicotinic acid methyl ester